CC1CC(OCC1)C(C)CCCCCC 4-methyl-2-(octan-2-yl)tetrahydro-2H-pyran